epsilon-Cbz-L-lysine methyl ester hydrochloride Cl.COC([C@@H](N)CCCC(N)C(=O)OCC1=CC=CC=C1)=O